C1=NC=CC2=C(C=CC=C12)N1N=NC(=C1C(F)(F)F)C(=O)OCC Ethyl 1-(isoquinolin-5-yl)-5-(trifluoromethyl)-1H-1,2,3-triazole-4-carboxylate